C(C)O[Si](CC[Si](OCC)(OCC)OCC)(OCC)OCC 1,2-bis(triethoxy)silyl-ethane